C(C)C1CCC2=CC(=CC(=C12)B1OC(C(O1)(C)C)(C)C)OCOC 2-(3-ethyl-6-(methoxymethoxy)-2,3-dihydro-1H-inden-4-yl)-4,4,5,5-tetramethyl-1,3,2-dioxaborolane